CC1=C(SC=2NC(NC(C21)=O)=O)C=2OC=CN2 5-methyl-6-(oxazol-2-yl)-2,4-dioxo-1,4-dihydrothieno[2,3-d]Pyrimidine